ClC1=C2C(=C(N=N1)C(=C)C)N(C=N2)C 4-chloro-7-isopropenyl-1-methyl-imidazo[4,5-d]pyridazine